7,7-bis[4-(2-hydroxyethylthio)phenyl]benzanthracene OCCSC1=CC=C(C=C1)C1(C=2C=CC=CC2CC=2C3=C(C=CC12)C=CC=C3)C3=CC=C(C=C3)SCCO